1-(4-(6-chloro-7-(2-(trifluoromethyl)phenyl)quinazolin-4-yl)-2-methylpiperazin-1-yl)prop-2-en-1-one ClC=1C=C2C(=NC=NC2=CC1C1=C(C=CC=C1)C(F)(F)F)N1CC(N(CC1)C(C=C)=O)C